4-diaziridinyl-2,3,5,6-tetrafluorobenzene N1(NC1)C1=C(C(=CC(=C1F)F)F)F